O=C1CCC2=CC(=CC=C12)/C=C/C(=O)OC methyl ((E)-3-(1-oxo-2,3-dihydro-1H-inden-5-yl) acrylate)